methyl (E)-3-(4-(((1-(5-bromo-4-cyano-6-(4-cyano-3-fluorophenyl)pyridin-2-yl)piperidin-4-yl)(tert-butoxycarbonyl)amino) methyl)phenyl)acrylate BrC=1C(=CC(=NC1C1=CC(=C(C=C1)C#N)F)N1CCC(CC1)N(C(=O)OC(C)(C)C)CC1=CC=C(C=C1)/C=C/C(=O)OC)C#N